COCCC=1C=C2C=C(NC2=C(C1)N)C1=CC=CC=C1 5-(2-methoxyethyl)-2-phenyl-1H-indol-7-amine